1-(6-o-methylbenzoyl-9-ethylcarbazole-3-yl)-(3-cyclopentylacetone)-1-oxime cyclohexanecarboxylate C1(CCCCC1)C(=O)O.CC1=C(C(C=2C=C3C=4C=C(C=CC4N(C3=CC2)CC)CC(=O)CC2CCCC2)=NO)C=CC=C1